2-fluoro-N-methyl-benzamid FC1=C(C(=O)NC)C=CC=C1